BrC1=CC(=C(OC2CCC3(CN(C3)C(=O)OC(C)(C)C)CC2)C=C1)C#N tert-butyl 7-(4-bromo-2-cyanophenoxy)-2-azaspiro[3.5]nonane-2-carboxylate